6-(5-Amino-6-chloro-3-fluoropyridin-2-yl)-N2,N4-diisopropyl-1,3,5-triazine-2,4-diamine NC=1C=C(C(=NC1Cl)C1=NC(=NC(=N1)NC(C)C)NC(C)C)F